(trans)-Ethyl 4-(2-chloro-3,4-difluorophenyl)-6-(4-(3-(methoxycarbonyl)-1-methyl-1H-pyrazol-5-yl)cyclohexyl)-2-(thiazol-2-yl)-1,4-dihydropyrimidine-5-carboxylate ClC1=C(C=CC(=C1F)F)C1N=C(NC(=C1C(=O)OCC)[C@@H]1CC[C@H](CC1)C1=CC(=NN1C)C(=O)OC)C=1SC=CN1